COC(C1=CC(=C(C=C1)/C(/C(=O)OC)=C(\C)/O)[N+](=O)[O-])=O (Z)-4-(3-hydroxy-1-methoxy-1-oxo-but-2-en-2-yl)-3-nitrobenzoic acid methyl ester